CC=1N=CC(=NC1)CNC(C1=CC(=CC(=C1)OC1CCOCC1)C=1SC(=CN1)C)=O N-[(5-Methylpyrazin-2-yl)methyl]-3-(5-methyl-1,3-thiazol-2-yl)-5-(tetrahydro-2H-pyran-4-yloxy)benzamide